5-chloro-4-(2-Methoxyvinyl)-1-(2,3,6-trifluorobenzyl)-1H-pyrazole-3-carboxylic acid ethyl ester C(C)OC(=O)C1=NN(C(=C1C=COC)Cl)CC1=C(C(=CC=C1F)F)F